methyl 4-(8-bromoindolizine-3-carbonyl)benzoate BrC1=CC=CN2C(=CC=C12)C(=O)C1=CC=C(C(=O)OC)C=C1